N1C[C@H](CC1)NC(=N)C1=CC=C(OCCC(=O)O)C=C1 3-(4-(N-((S)-pyrrolidin-3-yl)carbamimidoyl)phenoxy)propanoic acid